7,7-difluoro-2-(methylthio)6,7-dihydro-5H-cyclopenta[d]pyrimidine-4-carbonitrile FC1(CCC2=C1N=C(N=C2C#N)SC)F